Ethyl 4-octyloxy-3-methoxybenzoate C(CCCCCCC)OC1=C(C=C(C(=O)OCC)C=C1)OC